BrC1=CC(=C(C(=O)NC23CC(C2)(C3)C3=CC=CC=C3)C=C1)NS(=O)(=O)C 4-bromo-2-(methanesulfonamido)-N-(3-phenylbicyclo[1.1.1]pentane-1-yl)benzamide